ClC=1C=C2C(=C3C1NC(NC31CCCCC1)=O)OC(=N2)CN2CCCC2 5-chloro-2-[(pyrrolidin-1-yl)methyl]-7,8-dihydro-6H-spiro[[1,3]oxazolo[5,4-f]quinazoline-9,1'-cyclohexan]-7-one